methyl 4-(1-bromo-2-oxoethyl)benzoate BrC(C=O)C1=CC=C(C(=O)OC)C=C1